N-(2-(2,6-dioxopiperidin-3-yl)-1-oxoisoindolin-5-yl)-2-(pyridine-2-yl)acetamide O=C1NC(CCC1N1C(C2=CC=C(C=C2C1)NC(CC1=NC=CC=C1)=O)=O)=O